FC1=C(C=C(C=C1F)C)CN (2,3-difluoro-5-methylphenyl)methanamine